ClC1=CC=C(C=C1)C1=NSC=2N=CN(C(C21)=O)CC(N2C(CCC2)C(F)(F)F)=O 3-(4-chlorophenyl)-5-(2-oxo-2-(2-(trifluoromethyl)pyrrolidin-1-yl)ethyl)isothiazolo[5,4-d]pyrimidin-4(5H)-one